C1=CC(=CC=C1F)S p-fluorophenyl mercaptan